5-(difluoromethyl)-1H-pyrrole-2-carboxylic acid ethyl ester C(C)OC(=O)C=1NC(=CC1)C(F)F